iron (II) molybdenum sulfide [Mo+2]=S.[Fe+2]